COCCCOC1=NN(C=C1NC1=NC=C(C=N1)C1=CC=C(C#N)C=C1)C1CCC(CC1)N1CCOCC1 4-(2-((3-(3-methoxypropoxy)-1-((1r,4r)-4-morpholinylcyclohexyl)-1H-pyrazol-4-yl)amino)pyrimidin-5-yl)benzonitrile